S1C(=NC2=C1C=CC=C2)N(C(CNC2=NC(=CC(=C2C#N)C(F)(F)F)C)=O)C N-(benzo[d]thiazol-2-yl)-2-((3-cyano-6-methyl-4-(trifluoromethyl)pyridin-2-yl)amino)-N-methylacetamide